2-chloro-6-(trifluoro-methyl)benzenesulfonamide ClC1=C(C(=CC=C1)C(F)(F)F)S(=O)(=O)N